C1=CC=CC=2C3=CC=CC=C3C(C12)COC(=O)N[C@@H](C(=O)OC)CI methyl (2S)-2-{[(9H-fluoren-9-ylmethoxy)carbonyl]amino}-3-iodopropanoate